COC1=C2C(NC(=NC2=CC(=C1)OC)C1=CC=C(C=C1)N1CCN(CC1)CC1=CC(=C(C=C1)C1C(NC(CC1)=O)=O)F)=O 3-(4-((4-(4-(5,7-dimethoxy-4-oxo-3,4-dihydroquinazolin-2-yl)phenyl)piperazin-1-yl)methyl)-2-fluorophenyl)piperidine-2,6-dione